1,3,3,5,7-Pentamethyl-5-(p-tolyl)octahydrobenzo[c]isoxazol CN1OC(C2C1C(CC(C2)(C2=CC=C(C=C2)C)C)C)(C)C